ClCOC(N(C)[C@H]1CC[C@H](C2=CC=CC=C12)C1=CC(=C(C=C1)Cl)Cl)=O Chloromethyl((1S,4S)-4-(3,4-dichlorophenyl)-1,2,3,4-tetrahydronaphthalen-1-yl)(methyl)carbamate